CC1=CC(=NN1CC1=CC(=CC=C1)N1CCN(CC1)S(=O)(=O)C)C(=O)NC1=CC=C(C=C1)OC(F)(F)F 5-methyl-1-(3-(4-(methylsulfonyl)piperazin-1-yl)benzyl)-N-(4-(trifluoromethoxy)phenyl)-1H-pyrazole-3-carboxamide